N-(3-(4-(difluoromethyl)-6-(methylthio)pyridin-2-yl)-1H-pyrrolo[2,3-c]pyridin-5-yl)acetamide FC(C1=CC(=NC(=C1)SC)C1=CNC2=CN=C(C=C21)NC(C)=O)F